10a,12a-dimethyl-1,2,3,3a,3b,4,5,5a,6,7,10,10a,10b,11,12,12a-hexadecahydrocyclopenta[5,6]naphtho[1,2-f]indazole-4,5-diol CC12CC=3C=NNC3CC1C(C(C1C3C(CCC12)(CCC3)C)O)O